8-((3R,4R)-4-(4-fluoro-2-(trifluoromethyl)phenoxy)-3-methylpiperidin-1-yl)-5-methyl-6-oxo-5,6-dihydro-1,5-naphthyridine-2-carbonitrile FC1=CC(=C(O[C@H]2[C@@H](CN(CC2)C2=CC(N(C=3C=CC(=NC23)C#N)C)=O)C)C=C1)C(F)(F)F